(2,2,2-trifluoroethyl) (2,2,3,3,3-pentafluoro-n-propyl) disulfide FC(CSSCC(F)(F)F)(C(F)(F)F)F